(4-amino-5-(3-methoxyphenyl)-7-methyl-7H-pyrrolo[2,3-d]pyrimidin-6-yl)-3-azaspiro[5.5]undec-8-ene-3-carboxylic acid tert-butyl ester C(C)(C)(C)OC(=O)N1CC(C2(CC1)CC=CCC2)C2=C(C1=C(N=CN=C1N)N2C)C2=CC(=CC=C2)OC